FC(C(C(=O)N1OCC[C@H]1C1=CC=C(C=C1)C1=NOC=N1)(C)C)F 3,3-difluoro-2,2-dimethyl-1-[(3S)-3-[4-(1,2,4-oxadiazol-3-yl)phenyl]-1,2-oxazolidin-2-yl]propan-1-one